FC1=C(C(=CC=2CC[C@H](CC12)NCC1=CN=CO1)O)N1CC(NS1(=O)=O)=O 5-[(7R)-1-fluoro-3-hydroxy-7-{[(1,3-oxazol-5-yl)methyl]amino}-5,6,7,8-tetrahydronaphthalen-2-yl]-1λ6,2,5-thiadiazolidine-1,1,3-trione